1-(3-(4,4,5,5-tetramethyl-1,3,2-dioxaborolan-2-yl)allyl)-1H-pyrazole-3-sulfonamide CC1(OB(OC1(C)C)C=CCN1N=C(C=C1)S(=O)(=O)N)C